C(CC(C)C)C(C(=O)O)(O)C.C(C(O)C)(=O)OCCC(C)C isopentyl lactate (isoamyl lactate)